CN1N=CC2=CC(=CC=C12)C=1C=CC=C2C=NC(=NC12)NC=1C=CC2=C(CC[C@H](CC2)N2CCCC2)C1 (S)-8-(1-methyl-1H-indazol-5-yl)-N-(7-(pyrrolidin-1-yl)-6,7,8,9-tetrahydro-5H-benzo[7]annulen-2-yl)quinazolin-2-amine